o-tolylmethylglycidyl ether C1(=C(C=CC=C1)COCC1CO1)C